6-(4-((2S)-6,6-dimethyl-4-(3-oxo-4-(trifluoromethyl)-3,5,6,7-tetrahydro-2H-cyclopenta[c]pyridazin-7-yl)morpholin-2-carbonyl)piperazin-1-yl)nicotinonitrile CC1(O[C@@H](CN(C1)C1CCC=2C1=NNC(C2C(F)(F)F)=O)C(=O)N2CCN(CC2)C2=NC=C(C#N)C=C2)C